CS(=O)(=O)OC1CS(C1)(=O)=O (1,1-dioxothietan-3-yl) methanesulfonate